FC1=C(C(=C(C=C1C1=NN(C2=NC(=NC=C21)N2CCC1(CCO1)CC2)C)C(F)(F)F)F)O 2,6-Difluoro-3-(1-methyl-6-(1-oxa-7-azaspiro[3.5]nonan-7-yl)-1H-pyrazolo[3,4-d]pyrimidin-3-yl)-5-(trifluoromethyl)phenol